CC1(C(OB(O1)[C@@H]1[C@@H](C1)C(=O)OCC)(C)C)C |r| rac-ethyl (1R,2S)-2-(tetramethyl-1,3,2-dioxaborolan-2-yl)cyclopropane-1-carboxylate